C(C1=CC=CC=C1)OC1=NC(=CC=C1C1=NN(C2=CC(=CC=C12)C1CN(CC1)C(=O)OC(C)(C)C)C)OCC1=CC=CC=C1 tert-butyl 3-[3-(2,6-dibenzyloxy-3-pyridyl)-1-methyl-indazol-6-yl]pyrrolidine-1-carboxylate